C1(=CC=C(C=C1)/C=C/C=C/C=C/C)C1=CC=CC=C1 (2E,4E,6E)-7-(1,1'-biphenyl-4-yl)-hepta-2,4,6-triene